N1=CC=C(C=C1)C=O 4-pyridinformaldehyde